(1-Benzyl-1,2,3,4-tetrahydroquinolin-6-yl)methanol C(C1=CC=CC=C1)N1CCCC2=CC(=CC=C12)CO